N1=C(N)N=C(N)N=C1N.[Cu].[Ag] Silver-Copper Melamine